(1R,2S,3S,4R,5R)-N-(3,4-dichlorophenyl)-5-fluoro-3-(2-methoxypyridin-4-yl)-7-oxabicyclo[2.2.1]Heptane-2-carboxamide ClC=1C=C(C=CC1Cl)NC(=O)[C@@H]1[C@H]2C[C@H]([C@@H]([C@@H]1C1=CC(=NC=C1)OC)O2)F